O[C@@H]1[C@H](C2=CC=CC=C2C1)NC(OC(C)(C)C)=O tert-butyl ((1S,2S)-2-hydroxy-2,3-dihydro-1H-inden-1-yl)carbamate